C(CC)[C@H]1NC(NC1)=O (4R)-4-propylimidazolidin-2-one